S(=O)(=O)(C1=CC=C(C)C=C1)N1C=CC=2N=C(N=C(C21)NC=2N=CN(C2)C2=CC(=C(C(=C2)OC)OC)OC)N2[C@@H](CCC2)CO (S)-(1-(5-tosyl-4-((1-(3,4,5-trimethoxyphenyl)-1H-imidazol-4-yl)amino)-5H-pyrrolo[3,2-d]pyrimidin-2-yl)pyrrolidin-2-yl)methanol